tert-butyl (3S)-3-[3-[(1S,5R)-3-(3-amino-6-chloro-pyridazin-4-yl)-3,8-diazabicyclo[3.2.1]octan-8-yl]phenoxy]pyrrolidine-1-carboxylate NC=1N=NC(=CC1N1C[C@@H]2CC[C@H](C1)N2C=2C=C(O[C@@H]1CN(CC1)C(=O)OC(C)(C)C)C=CC2)Cl